3-(2-(1-isopropyl-1H-pyrazole-4-carbonyl)-6-(3-methyl-1H-pyrrolo[2,3-b]pyridin-5-yl)-1,2,3,4-tetrahydroisoquinolin-8-yl)morpholine-4-carboxylic acid tert-butyl ester C(C)(C)(C)OC(=O)N1C(COCC1)C=1C=C(C=C2CCN(CC12)C(=O)C=1C=NN(C1)C(C)C)C=1C=C2C(=NC1)NC=C2C